3-(5-ethyl-1,3-thiazol-2-yl)-5-[(3S)-tetrahydrofuran-3-ylmethoxy]-N-{(1R)-1-[6-(trifluoromethyl)pyridazin-3-yl]ethyl}benzamide C(C)C1=CN=C(S1)C=1C=C(C(=O)N[C@H](C)C=2N=NC(=CC2)C(F)(F)F)C=C(C1)OC[C@@H]1COCC1